COC1=CC=C(C=C1)CN(C1=C(C=C2C(=N1)C=C(N2)C(C#N)N2C(C1=CC=CC=C1C2=O)=O)C)CC2=CC=C(C=C2)OC 2-[5-[bis[(4-methoxyphenyl)methyl]amino]-6-methyl-1H-pyrrolo[3,2-b]pyridin-2-yl]-2-(1,3-dioxoisoindolin-2-yl)acetonitrile